ClC=1C=C(C=CC1C#N)N1C[C@H](N(C[C@@H]1C)C(=O)NC=1C=NC(=CC1)OCCCCCOC=1C=C2C(N(C(C2=CC1)=O)C1C(NC(CC1)=O)=O)=O)C (2R,5S)-4-(3-chloro-4-cyanophenyl)-N-(6-((5-((2-(2,6-dioxopiperidin-3-yl)-1,3-dioxoisoindolin-5-yl)oxy)pentyl)oxy)pyridin-3-yl)-2,5-dimethylpiperazine-1-carboxamide